C(#N)C=1C=C(C=NC1N1N=CC=N1)NC(=O)C1=C(C(=NS1)C1CCN(CC1)C(=O)OC(C)(C)C)C1CC1 TERT-BUTYL 4-(5-((5-CYANO-6-(2H-1,2,3-TRIAZOL-2-YL)PYRIDIN-3-YL)CARBAMOYL)-4-CYCLOPROPYLISOTHIAZOL-3-YL)PIPERIDINE-1-CARBOXYLATE